pyridooxazine C1=CC2=C(C=CNO2)N=C1